ClC1=C(C=C(C=C1)B(O)O)F (4-chloro-3-fluorophenyl)boronic acid